ClC1=C(CN2C(N([C@H](C3=CC=C(C=C23)C(=O)NCC2=C(C=C(C=C2F)F)F)C)C)=O)C(=CC=C1F)F (S)-1-(2-chloro-3,6-difluorobenzyl)-3,4-dimethyl-2-oxo-N-(2,4,6-trifluorobenzyl)-1,2,3,4-tetrahydro-quinazoline-7-carboxamide